[Br-].C(C)(C)(C)[PH+](C(C)(C)C)C(C)(C)C tri(tert-butyl)phosphonium bromide